tert-Butyl 7-((3-methyl-1-((2-(trimethylsilyl)ethoxy)methyl)-1H-pyrrolo[2,3-b]pyridin-4-yl)oxy)-3,4-dihydroisoquinoline-2(1H)-carboxylate CC1=CN(C2=NC=CC(=C21)OC2=CC=C1CCN(CC1=C2)C(=O)OC(C)(C)C)COCC[Si](C)(C)C